(S)-6-(((tetrahydrofuran-3-yl)oxy)methyl)-2-cyanopyridine O1C[C@H](CC1)OCC1=CC=CC(=N1)C#N